CO[Si](C)(OC)C(C(=O)O)(CCC)CC(=O)NC(C)(C)C dimethoxy(methyl)silyl-2-(2-(tert-butylamino)-2-oxoethyl)pentanoic acid